CS(=O)(=O)CN1C2=NC(=NC(=C2N=C1C1=CC=NC=C1)N1CCOCC1)N1N=CC=C1 4-(9-((methylsulfonyl)methyl)-2-(1H-pyrazol-1-yl)-8-(pyridin-4-yl)-9H-purin-6-yl)morpholine